C(C)(C)C1=C(C(=CC(=C1)COC)C(C)C)CC(=O)O 2-(2,6-diisopropyl-4-(methoxymethyl)phenyl)acetic acid